OC1=C(C=CC=C1)C=1OCC(N1)C1CCC(N1C)C(=O)O 5-(2-(2-hydroxyphenyl)-4,5-dihydrooxazol-4-yl)-1-methylpyrrolidine-2-carboxylic acid